FC(C1(CC1)C#CC1=CC=CC=2N(CCCCC21)C2=NC=1N(C3=C2C(=CN=C3)F)C(=NN1)C)F 5-(6-((1-(difluoromethyl)cyclopropyl)ethynyl)-2,3,4,5-tetrahydro-1H-benzo[b]azepin-1-yl)-6-fluoro-1-methylpyrido[4,3-e][1,2,4]triazolo[4,3-a]pyrimidine